C1(CCCCCCCCCCC1)=O cyclododecan-1-one